1-(5-(Chloromethyl)pyrimidin-2-yl)dihydropyrimidine-2,4(1H,3H)-dione ClCC=1C=NC(=NC1)N1C(NC(CC1)=O)=O